(R)-2-(4-(2-(4-isopropyl-5-(8-methoxy-[1,2,4]triazolo[1,5-a]pyridin-6-yl)-1H-pyrazol-3-yl)thiazol-5-yl)-3-methylpiperazin-1-yl)-N-methylacetamide C(C)(C)C=1C(=NNC1C=1C=C(C=2N(C1)N=CN2)OC)C=2SC(=CN2)N2[C@@H](CN(CC2)CC(=O)NC)C